FC1=C(C(=O)OC)C(=CC(=C1)N[C@@H](C(F)(F)F)C)F methyl (R)-2,6-difluoro-4-((1,1,1-trifluoropropan-2-yl)amino)benzoate